Trimethylstannyl Chlorid C[Sn](C)(C)Cl